COC1=C(C(=O)OC)C=C(C=N1)CCC methyl 2-methoxy-5-propylnicotinate